COC1=CC=2N=CN=C(C2N=C1C1(CC1)C(=O)N)C1=C(N=C(S1)C)C1=CC=CC=C1 (7-methoxy-4-(2-methyl-4-phenylthiazol-5-yl)pyrido[3,2-d]pyrimidin-6-yl)cyclopropanecarboxamide